FC1=C(C=C(C=C1)C1=CC=CC=C1)C[C@@H]1N(CCC[C@@H]1NS(=O)(=O)C)C(=O)OC methyl cis-2-((4-fluorobiphenyl-3-yl)methyl)-3-((methylsulfonyl)amino)piperidine-1-carboxylate